methyl 1-(2-hydroxy-2-methylpropyl)-5-methyl-1H-indazole-3-carboxylate OC(CN1N=C(C2=CC(=CC=C12)C)C(=O)OC)(C)C